(cis)-2-(8-(2-(5-methyl-1H-pyrazol-4-yl)pyrido[3,4-d]pyrimidin-4-yl)-2,8-diazaspiro[4.5]decan-2-yl)cyclobutan-1-ol CC1=C(C=NN1)C=1N=C(C2=C(N1)C=NC=C2)N2CCC1(CCN(C1)[C@@H]1[C@@H](CC1)O)CC2